C(#N)C1=CC2=C(N(C=N2)C[C@@H]2CC[C@H](CC2)C(=O)O)C=C1 trans-4-[(5-cyanobenzimidazol-1-yl)methyl]cyclohexanecarboxylic acid